C12(CCC(CC1)C2(C)C)CS(=O)(=O)N2OC2 (1S)-(+)-(10-camphylsulfonyl)oxaziridine